3-(but-3-yn-1-yl)-6-(3-(trifluoromethyl)phenyl)-1,2,4,5-tetrazine C(CC#C)C=1N=NC(=NN1)C1=CC(=CC=C1)C(F)(F)F